C(C=C)(=O)N Propenamid